FC1=C(C#N)C=C(C(=C1)OC1=NC=CC=C1)F 2,5-difluoro-4-(pyridin-2-yloxy)benzonitrile